N-(t-butoxycarbonyl)isoleucine C(C)(C)(C)OC(=O)N[C@@H]([C@@H](C)CC)C(=O)O